FC1CN(C1)C(CN1C(N(C2=NC=C(C=C21)C=2SC(=CC2)CO)C)=O)=O 1-[2-(3-fluoroazetidin-1-yl)-2-oxo-ethyl]-6-[5-(hydroxymethyl)-2-thienyl]-3-methyl-imidazo[4,5-b]pyridin-2-one